ClC1=C(C=C(C=2C=C3N(C12)CC[C@H]3NC(C)=O)O)Cl (R)-N-(5,6-dichloro-8-hydroxy-2,3-dihydro-1H-pyrrolo[1,2-a]indol-1-yl)acetamide